7-(Cyclopentyloxy)-2-cyclopropyl-N-(1-(difluoromethyl)-2-oxo-1,2-dihydropyridin-3-yl)imidazo[1,2-a]pyridine-6-carboxamide C1(CCCC1)OC1=CC=2N(C=C1C(=O)NC=1C(N(C=CC1)C(F)F)=O)C=C(N2)C2CC2